C(CCCCCCC)(=O)OC(CC)O Propanediol Monocaprylate